1-(2-methylpyrimidin-5-yl)ethanone CC1=NC=C(C=N1)C(C)=O